C(C)(C)(C)OC(=O)N1CC(CC1)C1=CC(NC=C1)=O 3-(2-oxo-1,2-dihydropyridin-4-yl)pyrrolidine-1-carboxylic acid tert-butyl ester